(S)-1-(3-(4-amino-3-((2,6-difluoro-3,5-dimethoxybenzyl)oxy)-7-(oxazol-2-yl)-1H-pyrazolo[4,3-c]pyridin-1-yl)pyrrolidin-1-yl)prop-2-en-1-one NC1=NC=C(C2=C1C(=NN2[C@@H]2CN(CC2)C(C=C)=O)OCC2=C(C(=CC(=C2F)OC)OC)F)C=2OC=CN2